C1=CC=CC=2NC3=C(NC(C21)=O)C=CC=C3 5,10-dihydro-11H-dibenzo[b,e][1,4]diazepin-11-one